1-bromo-3-fluoro-5-methyl-sulfonyl-benzene BrC1=CC(=CC(=C1)S(=O)(=O)C)F